8,8'-(ethane-1,2-diyl-bis((2-hydroxyethyl)azanediyl))dioctanoic acid di(heptadecan-9-yl) ester CCCCCCCCC(CCCCCCCC)OC(CCCCCCCN(CCN(CCO)CCCCCCCC(=O)OC(CCCCCCCC)CCCCCCCC)CCO)=O